1-(2-iodophenyl)-(S)-1-hydroxy-3-methyl-butyl-(S)-2-propylcarbamate IC1=C(C=CC=C1)[C@](CC(C)C)(O)N(C([O-])=O)C(C)C